CN(C)CC1=C(NC(=N1)C=1C=CC(=C2CNC(C12)=O)C=1C=NN2C1C=CC=C2)C 7-{5-[(dimethylamino)methyl]-4-methyl-3H-imidazol-2-yl}-4-(pyrazolo[1,5-a]pyridin-3-yl)-2,3-dihydro-1H-isoindol-1-one